bis[2-(2-pyridyl)phenol] beryllium (II) [Be+2].N1=C(C=CC=C1)C1=C(C=CC=C1)O.N1=C(C=CC=C1)C1=C(C=CC=C1)O